C(CC)CN 1-propylmethylamine